dimethyl-(p-methylsulfonylphenyl)sulfonium C[S+](C1=CC=C(C=C1)S(=O)(=O)C)C